(+)-N-(1-(3-cyanophenyl)-3-cyclopropylmethylene)-2-methylpropane-2-sulfinamide C(#N)C=1C=C(C=CC1)C1CC1C=NS(=O)C(C)(C)C